[Si](C1=CC=CC=C1)(C1=CC=CC=C1)(C(C)(C)C)OC[C@@H]1N([C@H](C2=CC=C(C(=C2C1)[C@H]1[C@@H](C1)C(=O)OCC)F)C)C(CC1=C(C=CC=C1Cl)Cl)=O trans-ethyl 2-[(1S,3R)-3-[[tert-butyl(diphenyl)silyl]oxymethyl]-2-[2-(2,6-dichlorophenyl)acetyl]-6-fluoro-1-methyl-3,4-dihydro-1H-isoquinolin-5-yl]cyclopropanecarboxylate